C(C)(=O)N1CCC(CC1)(O)C=1C(N(C2=C(C(=NC(=C2C1)N[C@H](C)C1=C(C(=CC=C1)C(F)F)F)C)\C=C/[C@H]1N(CCC1)C)C)=O 3-(1-Acetyl-4-hydroxypiperidin-4-yl)-5-(((R)-1-(3-(difluoromethyl)-2-fluorophenyl)ethyl)amino)-1,7-dimethyl-8-((Z)-2-((S)-1-methylpyrrolidin-2-yl)vinyl)-1,6-naphthyridin-2(1H)-one